N-hydroxy-1,4-dimethylpiperidine-4-carboxamide ONC(=O)C1(CCN(CC1)C)C